N-(4,6-difluoro-1,3-benzothiazol-2-yl)-1-[2-(dimethylamino)ethyl]azepane-3-carboxamide FC1=CC(=CC2=C1N=C(S2)NC(=O)C2CN(CCCC2)CCN(C)C)F